bishydroxysuccinimide OC1C(C(=O)NC1=O)O